N-(cyclopentylmethyl)-1-{4-[4-(2-cyclopropylacetamido)-1H-1,2,3-triazol-1-yl]butyl}-1H-1,2,3-triazole-4-carboxamide C1(CCCC1)CNC(=O)C=1N=NN(C1)CCCCN1N=NC(=C1)NC(CC1CC1)=O